boron Bicyclo[3.3.1]nonane C12CCCC(CCC1)C2.[B]